Benzyl (3R)-3-(8-amino-1-bromo-imidazo[1,5-a]pyrazin-3-yl)piperidine-1-carboxylate NC=1C=2N(C=CN1)C(=NC2Br)[C@H]2CN(CCC2)C(=O)OCC2=CC=CC=C2